OC=1C=C(C2=CC=CC=C2C1)C1=C(C=2N=C(N=C(C2C=N1)N1CC2CCC(C1)N2C(=O)OC(C)(C)C)OC[C@H]2N(CCC2)C)C tert-butyl 3-(7-(3-hydroxynaphthalen-1-yl)-8-methyl-2-(((S)-1-methylpyrrolidin-2-yl)methoxy)pyrido[4,3-d]pyrimidin-4-yl)-3,8-diazabicyclo[3.2.1]octane-8-carboxylate